2-trifluoroethyl-(S)-(3-amino-4-cyclopropyl-2-oxobutyl)-(3-dimethylamino-3-oxopropyl) sulfamate S(N)(O[C@H](C(C(=O)N(C)C)CC(F)(F)F)CC(C(CC1CC1)N)=O)(=O)=O